C1(CCCC1)S(=O)(=O)C=1C=C(C=CC1)NC(C1=C(N=C(C=C1)N[C@H](CO)C)N1CCC2(CC2)CC1)=O (S)-N-(3-(cyclopentylsulfonyl)phenyl)-6-((1-hydroxypropan-2-yl)amino)-2-(6-azaspiro[2.5]oct-6-yl)nicotinamide